2-(chloroseleno)benzoyl chloride Cl[Se]C1=C(C(=O)Cl)C=CC=C1